methyl isophthalate benzenesulfonate methyl-triphenyl-phosphine salt CC1=C(C=CC=C1)P(C1=CC=CC=C1)C1=CC=CC=C1.C1(=CC=CC=C1)S(=O)(=O)O.C(C1=CC(C(=O)O)=CC=C1)(=O)OC